1,3,5-tris[cis-4-isopropylcyclohexylcarbonylamino]benzene C(C)(C)[C@H]1CC[C@H](CC1)C(=O)NC1=CC(=CC(=C1)NC(=O)[C@@H]1CC[C@@H](CC1)C(C)C)NC(=O)[C@@H]1CC[C@@H](CC1)C(C)C